formyladenine C(=O)C1=NC(=C2NC=NC2=N1)N